N-(1-cyanocyclopropyl)-5-(4-((3-ethyl-2-oxo-2,3-dihydro-1H-pyrimido[4,5,6-de]quinazolin-8-yl)methyl)piperazin-1-yl)-6-methylpicolinamide C(#N)C1(CC1)NC(C1=NC(=C(C=C1)N1CCN(CC1)CC1=CC=2C3=C(N(C(NC3=C1)=O)CC)N=CN2)C)=O